ClC1=CC(=C(C=C1)C1(OC2=C(O1)C=CC=C2C2CCN(CC2)CC(=O)NC=2C=CC(=NC2NCC=2OC=CN2)C(=O)OC)C)F methyl 5-[({4-[2-(4-chloro-2-fluorophenyl)-2-methyl-1,3-benzodioxol-4-yl]piperidin-1-yl}acetyl)amino]-6-[(1,3-oxazol-2-ylmethyl)amino]pyridine-2-carboxylate